C(C)(C)(C)C=1C=CC(=C(C1)S(=O)(=O)NC(=O)C=1OC2=C(C1)C(=CC(=C2)C2CC2)F)OCC(F)(F)F N-((5-(tert-butyl)-2-(2,2,2-trifluoroethoxy)phenyl)sulfonyl)-6-cyclopropyl-4-fluorobenzofuran-2-carboxamide